N1C[C@@H](CC1)NC1=NC=C(C=N1)N (R)-N2-(pyrrolidin-3-yl)pyrimidine-2,5-diamine